C(C)OC(C=CCl)=O ethyl-3-chloroacrylate